4-[1-(methylamino)ethyl]-1,2,5-oxadiazol-3-amine hydrochloride Cl.CNC(C)C=1C(=NON1)N